C12(CC3CC(CC(C1)C3)C2)CN2N=CC(=C2C)C2=C(C=3N(C=C2)C(=CN3)C=3N=NC(=C(C3)C)NC3=NC=CN=C3)C(=O)O 7-(1-(adamantan-1-ylmethyl)-5-methyl-1H-pyrazol-4-yl)-3-(5-methyl-6-(pyrazin-2-ylamino)pyridazin-3-yl)imidazo[1,2-a]pyridine-8-carboxylic acid